6-(4,4-difluorocyclohexanecarbonyl)-2-oxo-1,2,5,6,7,8-hexahydro-1,6-naphthyridine-3-carboxamide FC1(CCC(CC1)C(=O)N1CC=2C=C(C(NC2CC1)=O)C(=O)N)F